C1(C=CC(N1CCCC(=O)OC1C(=O)NC(C1)=O)=O)=O gamma-maleimidobutyryl-oxysuccinimide